ClC=1C=C2C3=C(NC2=CC1F)C(N(CC3)C3=NC=CC(=N3)C(F)(F)F)CC3CCCCC3 6-chloro-1-(cyclohexylmethyl)-7-fluoro-2-[4-(trifluoromethyl)pyrimidin-2-yl]-2,3,4,9-tetrahydro-1H-pyrido[3,4-b]indole